CC1N(CCNC1)C(=O)N 2-methylpiperazineamide